4-azido-2,3,5,6-tetrafluoro-benzoic acid succinimidyl ester C1(CCC(N1OC(C1=C(C(=C(C(=C1F)F)N=[N+]=[N-])F)F)=O)=O)=O